FC(COS(=O)OCC(F)(F)F)(F)F Bis(2,2,2-trifluoroethyl)sulfite